O1COC2=C1C=CC(=C2)N(C(C2=CC(=CC=C2)N2N=C(C(=C2C)C=O)C(F)(F)F)=O)C N-(1,3-Benzodioxol-5-yl)-3-[4-formyl-5-methyl-3-(trifluoromethyl)pyrazol-1-yl]-N-methyl-benzamide